t-butyldimethyl-((3-phenyl-1-(triisopropylsilyl)pentane-1,4-diyn-3-yl)oxy)silane C(C)(C)(C)[Si](OC(C#C[Si](C(C)C)(C(C)C)C(C)C)(C#C)C1=CC=CC=C1)(C)C